N-((2S,3R)-1-(((R)-1-((R)-5,6-dimethyl-4,9-dioxo-1,3,6,2-dioxazaboronan-2-yl)-3-methylbutyl)amino)-3-hydroxy-1-oxobutan-2-yl)-6-phenylpicolinamide C[C@@H]1C(OB(OC(CCN1C)=O)[C@H](CC(C)C)NC([C@H]([C@@H](C)O)NC(C1=NC(=CC=C1)C1=CC=CC=C1)=O)=O)=O